(S)-3-(1-(tert-butoxycarbonyl)pyrrolidine-2-carbonyloxy)-4-methoxybenzoic acid C(C)(C)(C)OC(=O)N1[C@@H](CCC1)C(=O)OC=1C=C(C(=O)O)C=CC1OC